N-[2-(4-phenylpiperazin-1-yl)ethyl]nonanamide C1(=CC=CC=C1)N1CCN(CC1)CCNC(CCCCCCCC)=O